FC1=C(C=CC=C1C(F)(F)F)CC(=O)NC=1C=NC(=C(C1)F)N1C=NC(=C1)CN1CCOCC1 2-(2-fluoro-3-(trifluoromethyl)phenyl)-N-(5-fluoro-6-(4-(morpholinomethyl)-1H-imidazol-1-yl)pyridin-3-yl)acetamide